CN(CC=CC(=O)N1CC(N(CC1)C1=CC=C(S1)CCNC(CCOCCOCCOCCOCCOCCC1=C(C(=O)N)C=CC=C1)=O)=O)C (21-(5-(4-(4-(dimethylamino)but-2-enoyl)-2-oxopiperazin-1-yl)thiophen-2-yl)-18-oxo-3,6,9,12,15-pentaoxa-19-azahenicosyl)benzamide